N-(4-hydroxy-3-(methylsulfonylamino)phenyl)-4'-(trifluoromethyl)-[1,1'-biphenyl]-4-sulfonamide OC1=C(C=C(C=C1)NS(=O)(=O)C1=CC=C(C=C1)C1=CC=C(C=C1)C(F)(F)F)NS(=O)(=O)C